[4-(2,2,2-trifluoroethoxy)phenyl]methanol FC(COC1=CC=C(C=C1)CO)(F)F